C(C)NC(=O)C=1N=C(OC1C1=CC=CC=C1)C1=CC=C(C=C1)O n-ethyl-2-(4-hydroxyphenyl)-5-phenylOxazole-4-carboxamide